((3aR,5s,6aS)-2-(5-chloropyrazin-2-yl)-5-methyl-octahydrocyclopenta[c]pyrrol-5-yl)carboxamide ClC=1N=CC(=NC1)N1C[C@@H]2[C@H](C1)CC(C2)(C)C(=O)N